ClC1=C(C=NN(C1=O)C1CCN(CC1)S(=O)(=O)C1=CC=C(C#N)C=C1)NC([2H])([2H])[C@@H]1COCCC1 (R)-4-((4-(5-chloro-6-oxo-4-(((tetrahydro-2H-pyran-3-yl)methyl-d2)amino)pyridazin-1(6H)-yl)piperidin-1-yl)sulfonyl)benzonitrile